N-(5-((6-((S)-3-(3-chloro-2-fluorobenzyl)isoxazolidine-2-yl)pyrimidine-4-yl)amino)-2-(4-((S)-4-cyclopropyl-3-methylpiperazine-1-yl)piperidine-1-yl)-4-methoxyphenyl)acrylamide ClC=1C(=C(C[C@@H]2N(OCC2)C2=CC(=NC=N2)NC=2C(=CC(=C(C2)NC(C=C)=O)N2CCC(CC2)N2C[C@@H](N(CC2)C2CC2)C)OC)C=CC1)F